ClC1=CC(=C(C=C1)C=1N=C(C=C2C=C(C(=NC12)C)C)N1C[C@@H](OCC1)C=1C=NN(C1)C)F (S)-4-(8-(4-chloro-2-fluorophenyl)-2,3-dimethyl-1,7-naphthyridin-6-yl)-2-(1-methyl-1H-pyrazol-4-yl)morpholine